glucose erucate C(CCCCCCCCCCC\C=C/CCCCCCCC)(=O)O.O=C[C@H](O)[C@@H](O)[C@H](O)[C@H](O)CO